4-((3-(2-ethoxy-2-ketoacetamido)-4-methylpyridin-2-yl)amino)piperidine-1-carboxylic acid tert-butyl ester C(C)(C)(C)OC(=O)N1CCC(CC1)NC1=NC=CC(=C1NC(C(=O)OCC)=O)C